C(C)(C)(C)OC(=O)N1CCN(CC1)C1=CC(=C(C=C1)[N+](=O)[O-])N 4-(3-amino-4-nitrophenyl)piperazine-1-carboxylic acid tert-butyl ester